(R)-2-(5-(2-(3-fluorophenyl)pyrrolidin-1-yl)pyrazolo[1,5-a]pyrimidin-3-yl)-5-methoxy-1H-benzo[d]imidazole-6-carbonitrile FC=1C=C(C=CC1)[C@@H]1N(CCC1)C1=NC=2N(C=C1)N=CC2C2=NC1=C(N2)C=C(C(=C1)OC)C#N